[(E)-2-methoxyvinyl]-2-methyl-pyridine CO/C=C/C=1C(=NC=CC1)C